C(C)(=O)C1=NC=C(C(=C1)N1C(C(=C(C=C1C)NCC1=NC=C(C=C1F)F)Cl)=O)C 2'-acetyl-3-chloro-4-(((3,5-difluoropyridin-2-yl)methyl)amino)-5',6-dimethyl-2H-[1,4'-bipyridin]-2-one